(R)-3-(2-(3-amino-3-methylbut-1-yn-1-yl)-6-chloropyrimidin-4-yl)-10-methyl-9,10,11,12-tetrahydro-8H-[1,4]diazepino[5',6':4,5]thieno[3,2-f]quinolin-8-one NC(C#CC1=NC(=CC(=N1)C1=NC=2C=CC3=C(C2C=C1)C1=C(S3)C(N[C@@H](CN1)C)=O)Cl)(C)C